FC(OC1=CC(=C(C=C1NC1=NC=CC(=N1)N1CC(C2=NC(=CC=C21)C#C)(C)C)NC(C=C)=O)N(C)CCN(C)C)F N-(4-(difluoromethoxy)-2-((2-(dimethylamino)ethyl)(methyl)amino)-5-((4-(5-ethynyl-3,3-dimeth-yl-2,3-dihydro-1H-pyrrolo[3,2-b]pyridin-1-yl)pyrimidin-2-yl)amino)phenyl)acrylamide